8-Bromo-2-(4-methoxybenzyl)isoquinolin-1(2H)-one BrC=1C=CC=C2C=CN(C(C12)=O)CC1=CC=C(C=C1)OC